ClC=1C=C2C(=C(C(N(C2=NC1Cl)C=1C(=NC=NC1C(C)C)C(C)C)=O)C#N)N1CCN(CC1)C(=O)OC(C)(C)C tert-Butyl 4-(6,7-dichloro-3-cyano-1-(4,6-diisopropylpyrimidin-5-yl)-2-oxo-1,2-dihydro-1,8-naphthyridin-4-yl)piperazine-1-carboxylate